FC(OC1=CC=C(C=C1)S(=O)(=O)N1N=C2C(=C1)CN(C2)C([C@@H]([C@@H](C)O)C2=CC=CC=C2)=O)F (2R,3R)-1-{2-[4-(difluoromethoxy)benzenesulfonyl]-2H,4H,5H,6H-pyrrolo[3,4-c]pyrazol-5-yl}-3-hydroxy-2-phenylbutan-1-one